ClC=1C=CC=C2N(C(C(=NC12)C(=O)C1C(CCCC1=O)=O)=O)C1=CC=C(C=C1)OC [8-chloro-3,4-dihydro-4-(4-methoxyphenyl)-3-oxo-2-quinoxalinyl]carbonyl-1,3-cyclohexanedione